(2S,3R) or (2R,3S)-1-[5-chloro-4-({6-chloro-7-[1-(2-methyloxetan-3-yl)piperidin-4-yl]quinazolin-2-yl}amino)-1H-pyrazol-1-yl]-2-methylpropan-2-ol ClC1=C(C=NN1CC(C)(O)C)NC1=NC2=CC(=C(C=C2C=N1)Cl)C1CCN(CC1)[C@H]1[C@@H](OC1)C |o1:29,30|